C1(=CC=CC=C1)C=1N=C2N(C=CC=C2)C1SCC(N)C1=CC=C(C=C1)C 2-((2-phenylimidazo[1,2-a]pyridin-3-yl)thio)-1-(p-tolyl)ethane-1-amine